(R)-3-methyl-2-oxo-N-(5-((5-(trifluoromethyl)pyridin-2-yl)oxy)benzofuran-7-yl)imidazole-4-carboxamide CN1C(NC=C1C(=O)NC1=CC(=CC=2C=COC21)OC2=NC=C(C=C2)C(F)(F)F)=O